C(C)(C)(C)OC(=O)N([C@H]1CN(CC1)C=1N=NC(=CN1)C(=O)O)C (R)-3-(3-((tert-Butoxycarbonyl)(methyl)amino)pyrrolidin-1-yl)-1,2,4-triazine-6-carboxylic acid